C(C)OC(=O)C1N(CCCC1)CCOC 1-(2-methoxyethyl)piperidine-2-carboxylic acid ethyl ester